(rac)-6-bromo-1-methyl-4-{4-[3-(2-methylphenyl)-1,2,4-oxadiazol-5-yl]piperidin-1-yl}-2-oxo-7-[(oxolan-3-yl)oxy]-1,2-dihydroquinoline-3-carboxamide BrC=1C=C2C(=C(C(N(C2=CC1O[C@H]1COCC1)C)=O)C(=O)N)N1CCC(CC1)C1=NC(=NO1)C1=C(C=CC=C1)C |r|